2-(7-fluoro-10,11-dihydrodibenzo[b,f]oxepin-10-yl)acetic acid FC1=CC2=C(C(CC3=C(O2)C=CC=C3)CC(=O)O)C=C1